4-(5-(3,5-dimethylisoxazol-4-yl)-1-(pyridin-2-yl)-1H-pyrrolo[2,3-b]pyridin-3-yl)-3-(trifluoromethoxy)benzoic acid CC1=NOC(=C1C=1C=C2C(=NC1)N(C=C2C2=C(C=C(C(=O)O)C=C2)OC(F)(F)F)C2=NC=CC=C2)C